6-cyclopropyl-4-(2-fluoro-4-iodo-anilino)-3,7-dimethyl-8-[2-methyl-3-(methylsulfamoylamino)phenyl]pyrano[3,2-c]pyridine-2,5-dione C1(CC1)N1C(C2=C(C(=C1C)C1=C(C(=CC=C1)NS(NC)(=O)=O)C)OC(C(=C2NC2=C(C=C(C=C2)I)F)C)=O)=O